C(C)(C)(C)OC(=O)N1CC(OCC1)OCC1=CC=CC=C1 2-benzyloxymorpholine-4-carboxylic acid tert-butyl ester